Br[O-].C(CCCCCCCCCCC)[N+](C)(C)CCCCCCCCCCCC didodecyldimethylammonium hypobromite